6-(4-(3-Chlorophenyl)-1H-imidazol-5-yl)quinoline ClC=1C=C(C=CC1)C=1N=CNC1C=1C=C2C=CC=NC2=CC1